1-[8-(2,2-difluoroethoxy)-4-methylsulfanyl-5,6,7,8-tetrahydroquinazolin-2-yl]-2-methyl-indole-4-carboxamide FC(COC1CCCC=2C(=NC(=NC12)N1C(=CC=2C(=CC=CC12)C(=O)N)C)SC)F